(R)-5-((5-(3-(2,2-difluoroethyl)-2-methyl-3H-imidazo[4,5-b]pyridin-5-yl)-7H-pyrrolo[2,3-d]pyrimidin-2-yl)amino)-1-methylpiperidin-2-one FC(CN1C(=NC=2C1=NC(=CC2)C2=CNC=1N=C(N=CC12)N[C@@H]1CCC(N(C1)C)=O)C)F